5-(3,5-dimethylphenyl)-N-isopropylfuran-2-carboxamide CC=1C=C(C=C(C1)C)C1=CC=C(O1)C(=O)NC(C)C